(S)-N-(2,2-difluoro-1-(5-fluoro-1-neopentyl-6-(3-(trifluoromethyl)pyridin-4-yl)-1H-indol-3-yl)ethyl)cyclopropanesulfonamide FC([C@H](C1=CN(C2=CC(=C(C=C12)F)C1=C(C=NC=C1)C(F)(F)F)CC(C)(C)C)NS(=O)(=O)C1CC1)F